N-(3,4-dichlorophenyl)-N-(4-(5-(difluoromethyl)-1,3,4-oxadiazol-2-yl)-2-fluorobenzyl)-6-methyl-2,6-diazaspiro[3.3]heptane-2-thioamide ClC=1C=C(C=CC1Cl)N(C(=S)N1CC2(C1)CN(C2)C)CC2=C(C=C(C=C2)C=2OC(=NN2)C(F)F)F